2-cyclohexyl-2-(3-bromo-3-isopentyl-6-methylheptyl)-1,3-dipropoxypropane C1(CCCCC1)C(COCCC)(COCCC)CCC(CCC(C)C)(CCC(C)C)Br